IC1=NN(C2=NC(=CN=C21)N2CC1C(C1CC2)(C2=NN(C=C2)C)CNC(OCC2=CC=CC=C2)=O)C2OCCCC2 benzyl ((3-(3-iodo-1-(tetrahydro-2H-pyran-2-yl)-1H-pyrazolo[3,4-b]pyrazin-6-yl)-7-(1-methyl-1H-pyrazol-3-yl)-3-azabicyclo[4.1.0]heptan-7-yl)methyl)carbamate